OC[C@@H](CC(C)C)NC1=NC(=NC(=N1)C[C@H](C)C1=C(C=C(C=C1F)F)F)NS(=O)(=O)C |o1:15| N-(4-(((R)-1-Hydroxy-4-methylpentan-2-yl)amino)-6-((S*)-2-(2,4,6-trifluorophenyl)propyl)-1,3,5-triazin-2-yl)methanesulfonamide